Cl.NCC1CCC(CC1)CN1C(\C(\C2=CC=C(C=C12)C(=O)NCC#C)=C/C=1NC(=CC1C)C)=O (Z)-1-(((1r,4r)-4-(aminomethyl)cyclohexyl)methyl)-3-((3,5-dimethyl-1H-pyrrol-2-yl)methylene)-2-oxo-N-(prop-2-yn-1-yl)indoline-6-carboxamide hydrochloride